NC1=C2N=CN(C2=NC(=N1)C=1C=NC(=CC1)F)C1CCC(CC1)C(=O)NC1=CC(=CC=C1)OC 4-[6-amino-2-(6-fluoropyridin-3-yl)-9H-purin-9-yl]-N-(3-methoxyphenyl)cyclohexanecarboxamide